O1C=CC=C1 oxaole